COC=1C=C(/C=C/C2=CC=C(OCC(COCC(CO)O)(CO)CO)C=C2)C=C(C1)OC (E)-3-(3-(4-(3,5-dimethoxystyryl)phenoxy)-2,2-bis(hydroxymethyl)propoxy)propane-1,2-diol